methyl-4-[(1-methylcyclopropyl)amino]-N-(4-methylcyclohexane-4-yl)furo[2,3-d]pyrimidine-5-carboxamide CC=1N=C(C2=C(N1)OC=C2C(=O)NC2(CCCCC2)C)NC2(CC2)C